CC=1C2=C(SC1)C=CC=C2 3-methylbenzo-[b]thiophene